ClC=1C(=CC(=C(C(=O)NS(=O)(=O)N2C[C@H](CCCC2)NC(OC(C)(C)C)=O)C1)F)OCC1CCCC1 tert-butyl (S)-(1-(N-(5-chloro-4-(cyclopentylmethoxy)-2-fluorobenzoyl)-sulfamoyl)azepan-3-yl)carbamate